8-(1-(2,2-difluoroethyl)-1H-pyrazolo[3,4-b]pyrazin-6-yl)-2-(3-fluoro-6-(trifluoromethyl)pyrazin-2-yl)-2,8-diazaspiro[4.5]decane FC(CN1N=CC=2C1=NC(=CN2)N2CCC1(CCN(C1)C1=NC(=CN=C1F)C(F)(F)F)CC2)F